C(C)(C)(C)C1(C(C=CC=C1)O)CC1=C(C=CC(=C1)C)O 2-t-butyl-4'-methyl-2,2'-methylenebisphenol